2,6-Dichloro-9-((5,5,8,8-tetramethyl-5,6,7,8-tetrahydronaphthalen-2-yl)methyl)-9H-purine ClC1=NC(=C2N=CN(C2=N1)CC1=CC=2C(CCC(C2C=C1)(C)C)(C)C)Cl